7-((1-acryloyl-3-(2,3-dichlorophenyl)azetidin-3-yl)amino)-2-methylisoquinolin-1(2H)-one C(C=C)(=O)N1CC(C1)(C1=C(C(=CC=C1)Cl)Cl)NC1=CC=C2C=CN(C(C2=C1)=O)C